9,9',9''-(4-(3-(6-methylpyridin-2-yl)phenyl)pyridine-2,3,5-triyl)tris(3,6-diphenyl-9H-carbazole) CC1=CC=CC(=N1)C=1C=C(C=CC1)C1=C(C(=NC=C1N1C2=CC=C(C=C2C=2C=C(C=CC12)C1=CC=CC=C1)C1=CC=CC=C1)N1C2=CC=C(C=C2C=2C=C(C=CC12)C1=CC=CC=C1)C1=CC=CC=C1)N1C2=CC=C(C=C2C=2C=C(C=CC12)C1=CC=CC=C1)C1=CC=CC=C1